4-amino-7-(trifluoromethyl)chroman-4-carboxylic acid NC1(CCOC2=CC(=CC=C12)C(F)(F)F)C(=O)O